2-chloro-4-((3-((3,3-dimethylcyclobutyl)methyl)-1-methyl-2-oxo-2,3-dihydro-1H-benzo[d]imidazol-5-yl)amino)nicotinonitrile ClC1=C(C#N)C(=CC=N1)NC1=CC2=C(N(C(N2CC2CC(C2)(C)C)=O)C)C=C1